4-(2-Methyl-2,3-dihydrobenzo-furan-5-yl)-5-(2-methylpyridin-4-yl)-1H-imidazol-2-amine CC1OC2=C(C1)C=C(C=C2)C=2N=C(NC2C2=CC(=NC=C2)C)N